COC(=O)C=1N(C(C(=C(C1)OC)Br)=O)C 5-bromo-4-methoxy-1-methyl-6-oxo-1,6-dihydropyridine-2-carboxylic acid methyl ester